Methyl 4-[(1S)-1-[[1-[4-(cyclohexylmethoxy)-2-pyridyl]cyclopentanecarbonyl]amino]ethyl]benzoate C1(CCCCC1)COC1=CC(=NC=C1)C1(CCCC1)C(=O)N[C@@H](C)C1=CC=C(C(=O)OC)C=C1